benzoylcaprolactone C(C1=CC=CC=C1)(=O)C1C(=O)OCCCC1